racemic-allylbenzyl ether C(C=C)OCC1=CC=CC=C1